3-trifluoroacetamidopropyl 2-acetamido-3,6-di-O-acetyl-4-O-(2,4,6-tri-O-acetyl-3-O-[2,3,4,6-tetra-O-acetyl-α-D-galactopyranosyl]-β-D-galactopyranosyl)-2-deoxy-β-D-glucopyranoside C(C)(=O)N[C@H]1[C@H](OCCCNC(C(F)(F)F)=O)O[C@@H]([C@H]([C@@H]1OC(C)=O)O[C@H]1[C@H](OC(C)=O)[C@@H](O[C@@H]2[C@H](OC(C)=O)[C@@H](OC(C)=O)[C@@H](OC(C)=O)[C@H](O2)COC(C)=O)[C@@H](OC(C)=O)[C@H](O1)COC(C)=O)COC(C)=O